C1(CCCCC1)NC1=CC(=NC=2N1N=CC2)C2=C(C=CC=C2)OC N-cyclohexyl-5-(2-methoxyphenyl)pyrazolo[1,5-a]pyrimidin-7-amine